ClC=1C=C(C(=O)NC2=CC(=CC=C2)[C@H](C)NC=2C=NC=3C(N2)=NN(C3)CC)C=C(C1CN1CCN(CC1)C)F (S)-3-chloro-N-(3-(1-((2-ethyl-2H-pyrazolo[3,4-b]pyrazin-6-yl)amino)ethyl)phenyl)-5-fluoro-4-((4-methylpiperazin-1-yl)methyl)benzamide